C(C=C)(=O)NC1=C(C(=O)NC2=CC(=NN2)CCC2=CC(=CC(=C2)OC)OC)C=CC(=C1)N1CCN(CC1)CC(F)(F)F 2-acrylamido-N-(3-(3,5-dimethoxyphenethyl)-1H-pyrazol-5-yl)-4-(4-(2,2,2-trifluoroethyl)piperazin-1-yl)benzamide